C(C)(CC)OC1=CC=C(C=C1)C(C(CO)C)C 3-(4-(sec-butoxy)phenyl)-2-methylbutan-1-ol